COC[C@@H](C)N1C(=NN=C1)C1=CC=CC(=N1)C(=O)O (R)-6-(4-(1-methoxypropan-2-yl)-4H-1,2,4-triazol-3-yl)picolinic acid